isopropyl 6-chloro-3-(3-cyclopropyl-2-fluoro-phenoxy)-5-methyl-pyridazine-4-carboxylate ClC1=C(C(=C(N=N1)OC1=C(C(=CC=C1)C1CC1)F)C(=O)OC(C)C)C